CC(COC1=C2C(=NC=C1)N(C(N2)=O)COCC[Si](C)(C)C)=C 7-(2-methylallyloxy)-3-(2-trimethylsilylethoxymethyl)-1H-imidazo[4,5-b]pyridin-2-one